NC1=NC=C(C=N1)\C=C(/F)\C=1C=C(C(=O)O)C=CC1OC(F)F 3-[(Z)-2-(2-aminopyrimidin-5-yl)-1-fluoroethenyl]-4-(difluoromethoxy)benzoic acid